Cl.N1CC(OCC1)C=1C=C(C(=O)N)C=CC1 3-morpholin-2-yl-benzamide hydrochloride